C(=CCCCCCCCCCCCCCCCC)N1C(=C(C(C=C1)=O)OC1OCCCC1)C N-octadecenyl-2-methyl-3-tetrahydropyranyloxypyridin-4-one